(2R)-2-(2-chlorophenyl)-1-{2-[1-(2,2-difluoroethyl)-5-methylpyrazol-4-ylsulfonyl]-4H,6H-pyrrolo[3,4-c]pyrazol-5-yl}-3-hydroxypropan-1-one ClC1=C(C=CC=C1)[C@@H](C(=O)N1CC2=NN(C=C2C1)S(=O)(=O)C=1C=NN(C1C)CC(F)F)CO